3-(1H-pyrazol-4-yl)-1H-pyridin-2-one N1N=CC(=C1)C=1C(NC=CC1)=O